CS(=O)(=O)C1=CC=C(C=C1)N[C@H](CO)C(=O)O (2R,3S)-p-methylsulfonylphenylserine